COC1=C(C(=O)N)C=C(C=N1)NC(C(=O)N1C(CCC(C1)C)C=1C=CC2=C(N=C(S2)NC)C1)=O 2-methoxy-5-(2-(5-methyl-2-(2-(methylamino)benzo[d]thiazol-5-yl)piperidin-1-yl)-2-oxoacetamido)nicotinamide